CC1(CN2C(O1)=C(C=N2)C#C[Si](C)(C)C)C 2,2-dimethyl-7-((trimethylsilyl)ethynyl)-2,3-dihydropyrazolo[5,1-b]oxazole